Ammonium Isostearate C(CCCCCCCCCCCCCCC(C)C)(=O)[O-].[NH4+]